3-chloro-5-((1-((5-(2,3-dihydrobenzofuran-7-yl)-6-oxo-1,6-dihydropyridazin-3-yl)methyl)-6-oxo-4-(trifluoromethyl)-1,6-dihydropyrimidin-5-yl)oxy)benzonitrile ClC=1C=C(C#N)C=C(C1)OC1=C(N=CN(C1=O)CC1=NNC(C(=C1)C1=CC=CC=2CCOC21)=O)C(F)(F)F